2-(chloromethyl)-1-(1-methyl-1H-tetrazol-5-yl)-1H-benzo[d]imidazole ClCC1=NC2=C(N1C1=NN=NN1C)C=CC=C2